3-bromo-2-(methoxymethyl)pyrazolo[1,5-a]pyrimidine-7-carboxylic acid BrC=1C(=NN2C1N=CC=C2C(=O)O)COC